(3R)-4-[2-chloro-6-(2-fluoropropane-2-yl)pyrimidin-4-yl]-3-methylmorpholine ClC1=NC(=CC(=N1)N1[C@@H](COCC1)C)C(C)(C)F